tert-butyl-4-(bis(4-fluorophenyl)methyl)-3-isobutyrylpiperazine-1-carboxylate C(C)(C)(C)OC(=O)N1CC(N(CC1)C(C1=CC=C(C=C1)F)C1=CC=C(C=C1)F)C(C(C)C)=O